CC=1N=COC1C1=CN(CCS1)C=1C2=C(N=CN1)NC=C2C 4-methyl-5-(4-(5-methyl-7H-pyrrolo[2,3-d]pyrimidin-4-yl)-3,4-dihydro-2H-1,4-thiazin-6-yl)oxazole